C(C)(=O)N(N(C(=O)C1=CC=2C3=C(C(=NC2C=C1)N)C=NN3C)CC3=NN(C=C3)C3=C(C=C(C=C3)F)F)C N'-acetyl-4-amino-N-((1-(2,4-difluorophenyl)-1H-pyrazol-3-yl)methyl)-N',1-dimethyl-1H-pyrazolo[4,3-c]quinoline-8-carbohydrazide